N=1N=CN(C1)C[C@H]1N(C[C@@H](C1)N=[N+]=[N-])C(=O)OC(C)(C)C tert-Butyl (2S,4R)-2-((4H-1,2,4-triazol-4-yl)methyl)-4-azidopyrrolidine-1-carboxylate